4-((cyclopropylmethyl)amino)-2-((1-methyl-1H-pyrazol-4-yl)amino)pyrimidin-5-carboxamide C1(CC1)CNC1=NC(=NC=C1C(=O)N)NC=1C=NN(C1)C